FC1=C(NC2=CC=C(C=C2)OC)C=CC(=C1)OC 2-fluoro-4-methoxy-N-(4-methoxyphenyl)aniline